FC1=C(C=CC=C1)C=1NC2=CC=C(C=C2C1C)CC1=NC(=C(C(=O)N)C=C1)C ((2-(2-fluorophenyl)-3-methyl-1H-indol-5-yl)methyl)-2-methylnicotinamide